dithiocarbonic acid {4-[ethyl-(2-acetoxyethyl) carbamoyl] benzyl} ester C(C)N(C(=O)C1=CC=C(CSC(O)=S)C=C1)CCOC(C)=O